COC(C1=CC(=CC=C1)C(C)(C)N)=O 3-(2-aminopropane-2-yl)benzoic acid methyl ester